Cl.C(C1=CC=CC=C1)(C1=CC=CC=C1)(C1=CC=CC=C1)N trityl-amine hydrochloride